7-((4-(4-(2,6-dioxopiperidin-3-yl)-2-fluorophenyl)piperazin-1-yl)methyl)-2-azaspiro[3.5]nonane-2-carboxylic acid tert-butyl ester C(C)(C)(C)OC(=O)N1CC2(C1)CCC(CC2)CN2CCN(CC2)C2=C(C=C(C=C2)C2C(NC(CC2)=O)=O)F